6-nitro-N2,N3-diphenylethylquinoxaline-2,3-diamine [N+](=O)([O-])C=1C(=C2N=C(C(=NC2=CC1)NC1=CC=CC=C1)NC1=CC=CC=C1)CC